2-((2S,4S)-4-(8-chloro-6-fluoro-7-(4-fluorophenyl)-4-(2-methyl-1H-imidazol-1-yl)-1H-imidazo[4,5-c]quinolin-1-yl)-1-((E)-4-(dimethylamino)but-2-enoyl)piperidin-2-yl)acetonitrile ClC1=CC=2C3=C(C(=NC2C(=C1C1=CC=C(C=C1)F)F)N1C(=NC=C1)C)N=CN3[C@@H]3C[C@H](N(CC3)C(\C=C\CN(C)C)=O)CC#N